(S)-4-methyl-3-(1-(pyrimidin-5-yl)pyrrolidin-3-yl)-N-(4-(trifluoromethyl)pyridin-2-yl)benzamide CC1=C(C=C(C(=O)NC2=NC=CC(=C2)C(F)(F)F)C=C1)[C@H]1CN(CC1)C=1C=NC=NC1